C12C3CC4C(CC2CCC1)C3CC4 tetracyclo[5.3.0.12,5.24,11]tridecane